NN1C(C=CC(=C1)[C@H]1CN(C[C@H](O1)C)C=1N=C(C2=C(N1)N=C(S2)N(C)C)C2=C(C=C(C=C2)F)F)=O 1-amino-5-[(2S,6R)-4-[7-(2,4-difluorophenyl)-2-(dimethylamino)thiazolo[4,5-d]pyrimidin-5-yl]-6-methyl-morpholin-2-yl]pyridin-2-one